(R)-tert-butyl 2-((3-(benzyloxy)-7-(((benzyloxy)carbonyl)amino)-1-fluoro-5,6,7,8-tetrahydronaphthalen-2-yl)amino)acetate C(C1=CC=CC=C1)OC=1C(=C(C=2C[C@@H](CCC2C1)NC(=O)OCC1=CC=CC=C1)F)NCC(=O)OC(C)(C)C